O=C1N(CC2=CC=C(C=C12)CCCCCC(N1CCC(CC1)C1=NC=CC=C1)=O)C1C(NC(CC1)=O)=O 3-(1-oxo-6-(6-oxo-6-(4-(pyridin-2-yl)piperidin-1-yl)hexyl)isoindolin-2-yl)piperidine-2,6-dione